diisopropyl di-stearate C(CCCCCCCCCCCCCCCCC)(=O)OC(C)C.C(CCCCCCCCCCCCCCCCC)(=O)OC(C)C